OC[C@H]1N(CCNC1)C(CCOC[C@H](C)NC1=C(C(NN=C1)=O)C(F)(F)F)=O 5-(((S)-1-(3-((S)-2-(hydroxymethyl)piperazin-1-yl)-3-oxopropoxy)propan-2-yl)amino)-4-(trifluoromethyl)pyridazin-3(2H)-one